4,4'-cyclohexylidenebis(N,N-bis(4-methylphenyl)benzenamine) C1(CCCCC1)(C1=CC=C(C=C1)N(C1=CC=C(C=C1)C)C1=CC=C(C=C1)C)C1=CC=C(C=C1)N(C1=CC=C(C=C1)C)C1=CC=C(C=C1)C